NC1(NC=NC(N1)(N)N)N 2,4-diamino-1,3,5-triazinediamine